(6R)-9-fluoro-15,15-dimethyl-13-oxa-2,11,17,21,22,25-hexaazapentacyclo[17.5.2.02,6.07,12.022,26]hexacosan FC1CC2[C@H]3CCCN3C3CCN4NCC(CNCC(COC2NC1)(C)C)C4N3